ClC=1C2=CN(N=C2C(=C(C1)C1=CC=C(C=C1)N1CCOCC1)Cl)C(C(=O)NC=1SC=CN1)C1=C2N(C=N1)C[C@@H](C2)F 4,7-Dichloro-6-(4-morpholinophenyl)indazol-2-yl-2-[(6R)-6-fluoro-6,7-dihydro-5H-pyrrolo[1,2-c]imidazol-1-yl]-N-thiazol-2-yl-acetamide